N[C@@]1(C[C@H](N(C1)C(=O)OC(C)(C)C)C(=O)OC)C(=O)OC 1-t-butyl 2,4-dimethyl (2S,4R)-4-aminopyrrolidine-1,2,4-tricarboxylate